N-[(6S)-2-[(8R)-8-amino-2-oxa-6-azaspiro[3.4]octan-6-yl]-5,6,7,8-tetrahydroquinolin-6-yl]-1-ethyl-1H-pyrrolo[2,3-b]pyridine-5-carboxamide N[C@H]1CN(CC12COC2)C2=NC=1CC[C@@H](CC1C=C2)NC(=O)C=2C=C1C(=NC2)N(C=C1)CC